ClC=1C=C(C=CC1)[C@@H]1CO1 (R)-(3-chlorophenyl)-ethylene oxide